CC=1C(=C(C(=C(C1)OC)[N+](=O)[O-])[N+](=O)[O-])C dimethyl-dinitroanisole